carbonyl cyanide 3-chlorophenyl hydrazone ClC=1C=C(C=CC1)NN=C(C#N)C#N